2,3,4-trimethoxybenzonitrile COC1=C(C#N)C=CC(=C1OC)OC